COC1=CC=C(C2=C1NC(=N2)NC(=O)C2=CC(=NC=C2)N2CC1(CCOC1)CC2)C=2C=NN(C2)C N-[7-methoxy-4-(1-methyl-1H-pyrazol-4-yl)-1H-1,3-benzodiazol-2-yl]-2-{2-oxa-7-azaspiro[4.4]nonan-7-yl}pyridine-4-carboxamide